[Br+].C(=O)([O-])C(C)C1=NC=CN1C=C 1-carboxyethyl-3-vinylimidazole bromine salt